5-(1-phenyl-1H-pyrazol-4-yl)-N-propyl-N-[(3R)-pyrrolidin-3-yl]thiophene-3-carboxamide C1(=CC=CC=C1)N1N=CC(=C1)C1=CC(=CS1)C(=O)N([C@H]1CNCC1)CCC